ClC1=CC(=C(C=C1)C1=C(C(=C(N=N1)N)C)CC1=C(C(=NC=C1)NS(NC)(=O)=O)F)F (4-chloro-2-fluoro-phenyl)-5-[[3-fluoro-2-(methylsulfamoylamino)-4-pyridinyl]methyl]-4-methyl-pyridazin-3-amine